cyclopropyl-[(5S,7S)-7-fluoro-5-phenyl-6,7-dihydro-5H-pyrrolo[1,2-b][1,2,4]triazol-2-yl]methanone antimony [Sb].C1(CC1)C(=O)C=1N=C2N(N1)[C@@H](C[C@@H]2F)C2=CC=CC=C2